NC1=NC(=C(C=2C1=NN(N2)CC2=NC=CC=C2)C2=C(N=CO2)C)C2=C(C#N)C=CC=C2 (4-amino-7-(4-methyloxazol-5-yl)-2-(pyridin-2-ylmethyl)-2H-[1,2,3]triazolo[4,5-c]pyridin-6-yl)benzonitrile